8-methylidenetetracyclo[4.4.0.12,5.17,10]dodeca-3-ene C=C1C2C3C4C=CC(C3C(C1)C2)C4